N1CC(C1)CN1C(C(=NC2=CC(=C(C=C12)Cl)Br)N1CC(C1)N(C)C)=O 1-(Azetidin-3-ylmethyl)-6-bromo-7-chloro-3-(3-(dimethylamino)azetidin-1-yl)quinoxalin-2(1H)-one